3-((2,4-dioxotetrahydropyrimidin-1(2H)-yl)methyl)-2-oxopyridin O=C1N(CCC(N1)=O)CC=1C(NC=CC1)=O